N1N=NN=C1C1=CC=C(CN2C[C@@]3([C@@H](N[C@H]([C@H]3C3=C(C=CC=C3)Cl)C(=O)NC3=C(C=C(C(=O)O)C=C3)OC)CC(C)(C)C)C3=CC(=CC=C23)Cl)C=C1 4-((2'S,3S,4'R,5'R)-1-(4-(1H-tetrazol-5-yl)benzyl)-5-chloro-4'-(2-chlorophenyl)-2'-neopentylspiro[indoline-3,3'-pyrrolidine]-5'-carboxamido)-3-methoxybenzoic acid